FC1(CN(C1)C(CCC)=O)F 1-(3,3-difluoroazetidin-1-yl)butan-1-one